(Z)-3-(5-(4-(6-(4-(1-(4-hydroxyphenyl)-2-phenylbut-1-en-1-yl)phenoxy)hexyl)piperazin-1-yl)-1-oxoisoindolin-2-yl)piperidine-2,6-dione OC1=CC=C(C=C1)/C(=C(\CC)/C1=CC=CC=C1)/C1=CC=C(OCCCCCCN2CCN(CC2)C=2C=C3CN(C(C3=CC2)=O)C2C(NC(CC2)=O)=O)C=C1